ClC1=C2C(=NC(=C1)N)C=C(S2)C2=CC=NN2C2OCCCC2 7-chloro-2-(1-(tetrahydro-2H-pyran-2-yl)-1H-pyrazol-5-yl)thieno[3,2-b]pyridin-5-amine